C(CN1C(C=CC1=O)=O)N1C(C=CC1=O)=O N,N'-ethylenebismaleimide